methyl (2S)-3-(3-[3-[3-(acetyloxy)-2,2-dimethylpropyl]-1H-indol-5-yl]phenyl)-2-[(tert-butoxycarbonyl)amino]propanoate C(C)(=O)OCC(CC1=CNC2=CC=C(C=C12)C=1C=C(C=CC1)C[C@@H](C(=O)OC)NC(=O)OC(C)(C)C)(C)C